Methyl 2-ethoxy-6-hydroxy-4-methylbenzoate C(C)OC1=C(C(=O)OC)C(=CC(=C1)C)O